NC1=NC2=CC=C(C=C2C=C1C)C(=O)N(CC=1SC(=CN1)C(F)(F)F)[C@H](C)C1=NC=CC=N1 2-amino-3-methyl-N-((1R)-1-(2-pyrimidinyl)ethyl)-N-((5-(trifluoromethyl)-1,3-thiazol-2-yl)methyl)-6-quinolinecarboxamide